Tert-butyl 2-(2-(4-(((3R,3aR,6R,6aR)-6-(benzyloxy)hexahydrofuro[3,2-b]furan-3-yl)oxy)phenyl)-5-(((R)-1-(dibenzo[b,d]furan-2-yl)ethyl)amino)-6-oxopyrimidin-1(6H)-yl)acetate C(C1=CC=CC=C1)O[C@@H]1CO[C@H]2[C@@H]1OC[C@H]2OC2=CC=C(C=C2)C=2N(C(C(=CN2)N[C@H](C)C2=CC1=C(OC3=C1C=CC=C3)C=C2)=O)CC(=O)OC(C)(C)C